CC1=CC2=C(C3=CC=CC=C3C=C2C=C1)OCCOC1=CC=CC=C1 2-methyl-9-(2-phenoxyethoxy)anthracene